C(N)(OC(COC1=NC=CC(=C1)N1C(CN(CC1)C1=NC=C(C=N1)C(F)(F)F)=O)CC(C)(C)C)=O Tert-butyl-(1-((4-(2-oxo-4-(5-(trifluoromethyl) pyrimidin-2-yl) piperazin-1-yl) pyridin-2-yl) oxy) propan-2-yl) carbamate